ClC=1C=C(C=CC1Cl)N1C[C@H](CC2=CC=CC=C12)NC(OC(C)(C)C)=O 1,1-dimethylethyl N-[(3S)-1-(3,4-dichlorophenyl)-1,2,3,4-tetrahydro-3-quinolinyl]-carbamate